C(=CC)N1NC2=C(N=NC(=C2)NC2=NC=C(C=C2)N2CCN(CC2)C)C1=O 2-propenyl-6-((5-(4-methylpiperazin-1-yl)pyridin-2-yl)amino)-1,2-dihydro-3H-pyrazolo[4,3-c]Pyridazin-3-one